(2R,3R,4S,5S,6S)-2-(Acetoxymethyl)-5-(benzyloxy)-6-(((1R,2R,3S,4R)-3,4-diacetoxy-6,8-dioxabicyclo[3.2.1]octan-2-yl)oxy)tetrahydro-2H-pyran-3,4-diyl diacetate C(C)(=O)O[C@@H]1[C@H](O[C@H]([C@H]([C@H]1OC(C)=O)OCC1=CC=CC=C1)O[C@@H]1[C@H]2COC([C@@H]([C@H]1OC(C)=O)OC(C)=O)O2)COC(C)=O